[N+](=O)([O-])C1=CC=C(C=C1)N1CCN(CC1)CCN1CCC(CC1)CNC(OC(C)(C)C)=O tert-butyl ((1-(2-(4-(4-nitrophenyl)piperazin-1-yl)ethyl)piperidin-4-yl)methyl)carbamate